3-([bis[bis(propan-2-yl)amino]phosphanyl]oxy)propanenitrile CC(C)N(C(C)C)P(OCCC#N)N(C(C)C)C(C)C